C[C@H]1[C@@H](C[C@H]([C@@H](O1)OCCCCCCCCCCCCCCCCCCC(=O)O)O)O The molecule is an omega-hydroxy fatty acid ascaroside obtained by formal condensation of the alcoholic hydroxy group of 19-hydroxynonadecanoic acid with ascarylopyranose (the alpha anomer). It is a metabolite of the nematode Caenorhabditis elegans. It has a role as a Caenorhabditis elegans metabolite. It is a monocarboxylic acid and an omega-hydroxy fatty acid ascaroside. It derives from a 19-hydroxynonadecanoic acid. It is a conjugate acid of an oscr#34(1-).